4-{4-[Chloro(difluoro)methyl]-2,6-dioxo-3,6-dihydropyrimidin-1(2H)-yl}-5-methoxy-2-(2-methylphenoxy)benzonitrile ClC(C=1NC(N(C(C1)=O)C1=CC(=C(C#N)C=C1OC)OC1=C(C=CC=C1)C)=O)(F)F